4-(4-fluorophenyl)piperidine-1-carboxamide FC1=CC=C(C=C1)C1CCN(CC1)C(=O)N